[1-oxo-2-[2-oxo-2-(tetrahydropyran-4-ylamino)ethyl]-[1,2,4]triazino[4,5-a]indol-4-yl] trifluoromethanesulfonate FC(S(=O)(=O)OC1=NN(C(C=2N1C=1C=CC=CC1C2)=O)CC(NC2CCOCC2)=O)(F)F